decenylphosphoryl-β-D-ribose C(=CCCCCCCCC)P(=O)=C([C@@H]1[C@H]([C@H]([C@H](O)O1)O)O)O